CCNC(=O)C1=CC=CC2=CC=CC=C12 N-(2-ethyl)-1-naphthamide